C(C)OC(CC=1C=C(C=C(C1OC)F)C1CCN(CC1)C(=O)OC(C)(C)C)=O tert-butyl 4-(3-(2-ethoxy-2-oxoethyl)-5-fluoro-4-methoxyphenyl)piperidine-1-carboxylate